N-((1,2,3,5,6,7-Hexahydro-s-indacen-4-yl)carbamoyl)-1-(2-(3-methyl-3H-diazirin-3-yl)ethyl)azetidine-3-sulfonamide, Potassium Salt [K].C1CCC2=C(C=3CCCC3C=C12)NC(=O)NS(=O)(=O)C1CN(C1)CCC1(N=N1)C